ClC=1C=C(C=CC1Cl)C(CCCC1(CCCC=2C3=CC=CC=C3NC12)N)C (4-(3,4-dichlorophenyl)pentyl)-2,3,4,9-tetrahydro-1H-carbazol-1-amine